(S)-5-(8-(2,4-dichlorophenyl)-9-(4-((1-(3-fluoropropyl)pyrrolidin-3-yl)oxy)phenyl)-6,7-dihydro-5H-benzo[7]annulen-3-yl)-1,3,4-oxadiazole ClC1=C(C=CC(=C1)Cl)C=1CCCC2=C(C1C1=CC=C(C=C1)O[C@@H]1CN(CC1)CCCF)C=CC(=C2)C2=NN=CO2